N-(4-methylbenzylidene)aniline CC1=CC=C(C=NC2=CC=CC=C2)C=C1